Tricyclohexyl-trimesamide C1(CCCCC1)C1=C(C(=C(C(=C1C(=O)N)C1CCCCC1)C(=O)N)C1CCCCC1)C(=O)N